C1CCC(CC1)(C(=O)O)C(=O)O CYCLOHEXANEDICARBOXYLIC ACID